3-(5-(cyclopropylamino)-2-(1H-pyrazol-5-yl)thieno[3,2-b]pyridin-7-ylamino)-2,2-dimethyl-1-propanol C1(CC1)NC1=CC(=C2C(=N1)C=C(S2)C2=CC=NN2)NCC(CO)(C)C